CC1(OB(OC1(C)C)C=1C=C(C=CC1)C1=CC=CC(=N1)C=1N=C2C3=C(C=CC2=C2C=CC=CC12)C=CC=C3)C 6-(6-(3-(4,4,5,5-tetramethyl-1,3,2-dioxaborolan-2-yl)phenyl)pyridin-2-yl)benzo[c]phenanthridine